1,3-dihydroxypropane-2-yl-13-methyltetradecanoic acid OCC(CO)C(C(=O)O)CCCCCCCCCCC(C)C